N-(4-(4-(2-(4,4-difluoropiperidin-1-yl)-5-fluoropyrimidin-4-yl)-1H-pyrazol-1-yl)-3-(6-azaspiro[2.5]oct-6-yl)phenyl)-2-hydroxyethane-1-sulfonamide FC1(CCN(CC1)C1=NC=C(C(=N1)C=1C=NN(C1)C1=C(C=C(C=C1)NS(=O)(=O)CCO)N1CCC2(CC2)CC1)F)F